BrCCCCON1C(=NC2=C(C1=O)C=NN2C2=CC=C(C=C2)F)C 5-[(4-bromobutyl)oxy]-1-(4-fluorophenyl)-6-methyl-4,5-dihydropyrazolo[3,4-d]pyrimidin-4-one